6-(2-chlorophenyl)-2,8-diphenylimidazo[1,2-a]pyridine ClC1=C(C=CC=C1)C=1C=C(C=2N(C1)C=C(N2)C2=CC=CC=C2)C2=CC=CC=C2